ClC1=C(C(=NN1)C)NC(C1=C(C=C(C(=C1)F)N1N=C(C(=C1)C)[C@@H](C)O)O[C@H](C(F)(F)F)C)=O |o1:22| N-(5-Chloro-3-methyl-1H-pyrazol-4-yl)-5-fluoro-4-(3-((R*)-1-hydroxyethyl)-4-methyl-1H-pyrazol-1-yl)-2-(((S)-1,1,1-trifluoropropan-2-yl)oxy)benzamide